n-Butoxyethylpyridylporphyrin C(CCC)OCCC=1C(=C2NC1C=C1C=CC(=N1)C=C1C=CC(N1)=CC=1C=CC(N1)=C2)C2=NC=CC=C2